methyl 4-[({4-tert-butoxy-6-cyclopropyl-7-[6-fluoro-5-methyl-2-(triphenylmethyl)-2H-indazol-4-yl]-2-[(2S)-2-methoxypropoxy]quinazolin-8-yl}oxy)methyl]benzoate C(C)(C)(C)OC1=NC(=NC2=C(C(=C(C=C12)C1CC1)C=1C2=CN(N=C2C=C(C1C)F)C(C1=CC=CC=C1)(C1=CC=CC=C1)C1=CC=CC=C1)OCC1=CC=C(C(=O)OC)C=C1)OC[C@H](C)OC